2-acetyl-1,3-dibromopropanol C(C)(=O)C(C(O)Br)CBr